2-((2S,4S)-1-(but-2-ynoyl)-4-(8-chloro-7-(5,6-dimethyl-1H-indazol-4-yl)-4-(3-(dimethylamino)azetidin-1-yl)-6-fluoro-1H-pyrazolo[4,3-c]quinolin-1-yl)piperidin-2-yl)acetonitrile C(C#CC)(=O)N1[C@@H](C[C@H](CC1)N1N=CC=2C(=NC=3C(=C(C(=CC3C21)Cl)C2=C1C=NNC1=CC(=C2C)C)F)N2CC(C2)N(C)C)CC#N